ClC1=CC=C(C=C1)S(=O)(=O)N(C1=CC(=CC=C1)C(\C=C\C1=C(C=CC(=C1)OC)OC)=O)S(=O)(=O)C1=CC=C(C=C1)Cl (E)-4-chloro-N-((4-chlorophenyl)sulfonyl)-N-(3-(3-(2,5-dimethoxyphenyl)propenoyl)phenyl)benzenesulfonamide